phenyl-mono-boric acid C1(=CC=CC=C1)OB(O)O